O=C1NC(CCC1N1C(N(C2=C1C=CC(=C2)N2C(CN(CC2)CC(=O)O)=O)C)=O)=O 2-(4-(1-(2,6-dioxopiperidin-3-yl)-3-methyl-2-oxo-2,3-dihydro-1H-benzo[d]imidazol-5-yl)-3-oxopiperazin-1-yl)acetic acid